C1(=CC=CC=C1)C#CC(CC=C)(O)[Si](C)(C)C(C)(C)C 6-phenyl-4-(tert-butyldimethylsilyl)-1-hexen-5-yn-4-ol